(2R)-2-(6-{5-chloro-2-[(oxan-4-yl)amino]pyrimidin-4-yl}-1-oxo-2,3-dihydro-1H-isoindol-2-yl)-4-hydroxy-N-[(1R)-1-(3-methoxyphenyl)ethyl]butanamide ClC=1C(=NC(=NC1)NC1CCOCC1)C1=CC=C2CN(C(C2=C1)=O)[C@@H](C(=O)N[C@H](C)C1=CC(=CC=C1)OC)CCO